C1=C(C=CC2=CC=CC=C12)C=1C=C2C=CC(=C(C2=CC1)C1=C(C=CC2=CC(=CC=C12)C1=CC2=CC=CC=C2C=C1)OC1=CC=C(C(=O)O)C=C1)OC1=CC=C(C(=O)O)C=C1 4,4'-{(6,6'-bis(naphthalen-2-yl)[1,1'-binaphthalene]-2,2'-diyl)bis(oxy)}dibenzoic acid